ClC1=C(C=NN/C(=N/[H])/N)C=CC(=C1)F (E)-2-(2-chloro-4-fluorobenzylidene)hydrazine-1-carboxamidine